FC(C(=O)O)(F)F.ClC1=CC=C(C[C@H]2CO[C@H](CN2C2CCC(CC2)C=2SC(=NN2)C)C(=O)N(C)C)C=C1 (2R,5S)-5-(4-chlorobenzyl)-N,N-dimethyl-4-(4-(5-methyl-1,3,4-thiadiazol-2-yl)cyclohexyl)morpholine-2-carboxamide 2,2,2-trifluoroacetate